C(C)(C)(C)OC(N[C@H]1[C@H](CC[C@@H](C1)C(N(C)C)=O)NC(C(=O)NC1=NC=C(C=C1)Cl)=O)=O t-butyl((1R,2S,5S)-2-(2-((5-chloropyridin-2-yl)amino)-2-oxoacetamido)-5-(dimethylcarbamoyl)cyclohexyl)carbamate